C(C1=CC=CC=C1)OC(=O)NC[C@@H]1CN(C[C@H]1O)C(=O)OC(C)(C)C tert-butyl (3R,4S)-3-(benzyloxycarbonylaminomethyl)-4-hydroxy-pyrrolidine-1-carboxylate